1-(4-nitrophenyl)-4-(piperidin-4-yl)piperazine [N+](=O)([O-])C1=CC=C(C=C1)N1CCN(CC1)C1CCNCC1